O\C=C\1/C(C(CC2(CCN(C2)C(=O)OC(C)(C)C)C1)(C)C)=O tert-butyl (Z)-9-(hydroxymethylene)-7,7-dimethyl-8-oxo-2-azaspiro[4.5]decane-2-carboxylate